racemic-1-(3,4-difluorophenyl)-1,2,3,4-tetrahydroisoquinoline FC=1C=C(C=CC1F)[C@H]1NCCC2=CC=CC=C12 |r|